CC(OC)OC 2-dimethoxyethane